(3,5-di-t-butylphenyl)boronic acid C(C)(C)(C)C=1C=C(C=C(C1)C(C)(C)C)B(O)O